C(CCCCCCC)(=O)OC(CN(CC(CCCCCCCC)OC(CCCCCCC)=O)CCCN1CCCC1)CCCCCCCC ((3-(pyrrolidin-1-yl)propyl)azanediyl)bis(decane-1,2-diyl) dioctanoate